Br[GeH2][Ge](Br)(Br)Br tetrabromodigermane